1-methyl-3-((5-(quinolin-6-yl)pyrrolo[2,1-f][1,2,4]triazin-2-yl)amino)cyclobutan-1-ol CC1(CC(C1)NC1=NN2C(C=N1)=C(C=C2)C=2C=C1C=CC=NC1=CC2)O